C(C)OC1=C(C=NC(=C1)OCC1=CC=C(C=C1)OC)C1=CC(=C(C=C1)CC(=O)NC=1C=C(C(=O)NCCN2C[C@@H](CC2)F)C=C(C1)C(F)(F)F)F 3-[[2-[4-[4-ethoxy-6-[(4-methoxyphenyl)methoxy]-3-pyridyl]-2-fluoro-phenyl]acetyl]amino]-N-[2-[(3R)-3-fluoropyrrolidin-1-yl]ethyl]-5-(trifluoromethyl)benzamide